N1C=CN=CC2=C1C=CC(=C2)C(=O)N 1H-benzo[e][1,4]diazepine-7-carboxamide